5-Chloro-2-(N-azetidinylcarbamoyl)-3-pyridyl 3-[4-(4-chloro-3-fluorophenyl)-1H-1,2,3-triazol-1-yl]-3-deoxy-2-O-methyl-1-thio-α-D-galactopyranoside ClC1=C(C=C(C=C1)C=1N=NN(C1)[C@@H]1[C@H]([C@@H](SC=2C(=NC=C(C2)Cl)C(NN2CCC2)=O)O[C@@H]([C@@H]1O)CO)OC)F